NC(C#N)C1=C(C=CC(=C1)F)F 2-Amino-2-(2,5-difluorophenyl)acetonitrile